C(C)N(CCOC=1C(=C2N=CC=NC2=CC1)CC1=C(C=CC2=CC=CC=C12)O)CC ((6-(2-(diethylamino)ethoxy)quinoxalin-5-yl)methyl)naphthalen-2-ol